FC1=C(C(=O)NCC(=O)N2CC3(CC3)C[C@H]2C(=O)N[C@@H](C[C@H]2C(NCC2)=O)C(COC(F)(F)F)=O)C=CC=C1 (S)-5-((2-fluorobenzoyl)glycyl)-N-((S)-3-oxo-1-((S)-2-oxopyrrolidin-3-yl)-4-(trifluoromethoxy)butan-2-yl)-5-azaspiro[2.4]heptane-6-carboxamide